N-(4-((4-(trifluoromethoxy)benzyl)amino)phenyl)heptanamide FC(OC1=CC=C(CNC2=CC=C(C=C2)NC(CCCCCC)=O)C=C1)(F)F